(3S)-11-(2,4-difluorophenyl)-3-(2-methoxyethoxy)-8-(piperazin-1-yl)-10-(trifluoromethyl)-3,4-dihydro-2H,6H-[1,4]thiazepino[2,3,4-ij]quinazolin-6-one FC1=C(C=CC(=C1)F)C1=C(C=C2C(=NC(N3C2=C1SC[C@H](C3)OCCOC)=O)N3CCNCC3)C(F)(F)F